5-(ethylsulfonyl)-1-methyl-4-[3-methyl-6-(trifluoromethyl)-3H-imidazo[4,5-c]pyridin-2-yl]-1H-imidazole-2-carbonitrile C(C)S(=O)(=O)C1=C(N=C(N1C)C#N)C1=NC2=C(C=NC(=C2)C(F)(F)F)N1C